(1,1'-bis(diphenylphosphino)ferrocene) Palladium(II) dichloride [Pd](Cl)Cl.C1(=CC=CC=C1)P([C-]1C=CC=C1)C1=CC=CC=C1.[C-]1(C=CC=C1)P(C1=CC=CC=C1)C1=CC=CC=C1.[Fe+2]